2,3,4-trimethyl-3-ethylpentane CC(C)C(C(C)C)(CC)C